CCCCC(=O)[O-].[Na+] sodium n-valerate